3-amino-5-(trifluoromethyl)phenyl-3-(4-(dimethylamino)piperidin-1-yl)-8-methylpyrido[2,3-d]pyridazin-5-amine NC=1C=C(C=C(C1)C(F)(F)F)C=1C(=CC=2C(=C(N=NC2N)C)N1)N1CCC(CC1)N(C)C